Isopropyl (1S,3S)-3-((6-(3-methyl-4-(((4-phenylpyrimidin-2-yl)amino)methyl)isoxazol-5-yl) pyridin-3-yl)oxy)cyclohexane-1-carboxylate CC1=NOC(=C1CNC1=NC=CC(=N1)C1=CC=CC=C1)C1=CC=C(C=N1)O[C@@H]1C[C@H](CCC1)C(=O)OC(C)C